2,4,6-tris(2-hydroxy-4-octyloxyphenyl)-s-triazine OC1=C(C=CC(=C1)OCCCCCCCC)C1=NC(=NC(=N1)C1=C(C=C(C=C1)OCCCCCCCC)O)C1=C(C=C(C=C1)OCCCCCCCC)O